trans-dioxomanganese O=[Mn]=O